N-((1S,4s)-4-(2-(((R)-2-(3-Fluorophenyl)-2-hydroxyethyl)amino)-2-methylpropyl)cyclohexyl)cyclopropanesulfonamide hydrochloride Cl.FC=1C=C(C=CC1)[C@H](CNC(CC1CCC(CC1)NS(=O)(=O)C1CC1)(C)C)O